C1(CC1)C1=CC(=C(C(=C1)C)N1N=C2N=C(NC(C2=C1)=O)C1(CC1)F)C 2-(4-cyclopropyl-2,6-dimethylphenyl)-6-(1-fluorocyclopropyl)-2,5-dihydro-4H-pyrazolo[3,4-d]pyrimidin-4-one